2-((4-(6-((4-chloro-2-fluorobenzyl)oxy)pyridin-2-yl)piperidin-1-yl)methyl)-4-(methoxy-d3)-1-methyl-1H-benzo[d]imidazole-6-carboxylic acid ClC1=CC(=C(COC2=CC=CC(=N2)C2CCN(CC2)CC2=NC3=C(N2C)C=C(C=C3OC([2H])([2H])[2H])C(=O)O)C=C1)F